C1(CC1)CC1(CCC2(OCCO2)CC1)CC(=O)N 2-(8-(Cyclopropylmethyl)-1,4-dioxaspiro[4.5]decan-8-yl)acetamide